bis-tetramethylammonium citraconate C(\C(\C)=C/C(=O)[O-])(=O)[O-].C[N+](C)(C)C.C[N+](C)(C)C